C1(C=CCCC1)C1CCCCC1 bicyclohexa-2-ene